3-(3-chlorobenzyl)-3-methyl-6-(pyrimidin-4-ylamino)-2,3-dihydroimidazo[1,5-a]pyridine-1,5-dione ClC=1C=C(CC2(NC(C=3N2C(C(=CC3)NC3=NC=NC=C3)=O)=O)C)C=CC1